FC=1C=C(C=CC1F)C=1N=C(SC1C1COC1)NS(=O)(=O)C1=NC=C(C=C1C)NCC1=C(C(=CC=C1)OC)O N-(4-(3,4-difluorophenyl)-5-(oxetan-3-yl)thiazol-2-yl)-5-((2-hydroxy-3-methoxybenzyl)amino)-3-methylpyridine-2-sulfonamide